FC1=CC=C(C=C1)C1=CC=C(S1)CC=1N=C(SC1)C(=O)N ((5-(4-fluorophenyl)thiophen-2-yl)methyl)thiazole-2-carboxamide